N1(CCC1)CCOC=1C(=CC2=C(OC3(C=NS2(=O)=O)CC3)N1)C 7'-(2-(Azetidin-1-yl)ethoxy)-8'-methyl-1',1'-dioxidospiro[cyclopropane-1,4'-pyrido[2,3-b][1,4,5]oxathiazepin]